C(C=C)(=O)N1CCN(CC1)C1=CC=NC2=C(C(=C(C=C12)Cl)C1=CC=C(C2=C1N=C(S2)N)F)F 4-(4-acryloylpiperazin-1-yl)-7-(2-amino-7-fluorobenzo[d]thiazol-4-yl)-6-chloro-8-fluoroquinolin